Ethyl 1-[1-{5-chloro-2-[(4-methoxyphenyl)methoxy]phenyl}piperidin-3-yl]-5-(difluoromethyl)-1H-pyrazole-4-carboxylate ClC=1C=CC(=C(C1)N1CC(CCC1)N1N=CC(=C1C(F)F)C(=O)OCC)OCC1=CC=C(C=C1)OC